N-(2-Chloro-6-methylphenyl)-2-((6-(4-((4-((2-(2,6-dioxopiperidin-3-yl)-1-oxoisoindoline-5-yl)methyl)piperidin-1-yl)methyl)piperidin-1-yl)-2-methylpyrimidin-4-yl)amino)thiazole ClC1=C(C(=CC=C1)C)N1C(SC=C1)NC1=NC(=NC(=C1)N1CCC(CC1)CN1CCC(CC1)CC=1C=C2CN(C(C2=CC1)=O)C1C(NC(CC1)=O)=O)C